5-(4-((6-ethyl-5-oxo-4,5-dihydropyrazolo[1,5-a]pyrimidin-2-yl)methyl)piperazin-1-yl)-N,6-dimethylpicolinamide formate C(=O)O.C(C)C=1C(NC=2N(C1)N=C(C2)CN2CCN(CC2)C=2C=CC(=NC2C)C(=O)NC)=O